5-((3-(2-(dipropylamino)ethyl)-1H-indol-4-yl)oxy)-5-oxopentanoic acid C(CC)N(CCC1=CNC2=CC=CC(=C12)OC(CCCC(=O)O)=O)CCC